(2R,3R,4S,5R)-2-(2-chloro-6-spiro[3a,7a-dihydro-2H-indol-3,1'-cyclohexane]-1-ylpurine-9-yl)-5-(hydroxymethyl)tetrahydrofuran-3,4-diol ClC1=NC(=C2N=CN(C2=N1)[C@@H]1O[C@@H]([C@H]([C@H]1O)O)CO)N1CC2(CCCCC2)C2C=CC=CC12